[Ir].[Rh] Rhodium-Iridium